C(C(C)C)N1CN(CC=2C1=CN(C2)CC2=C(C=CC=C2C)C)C 1-isobutyl-3-methyl-6-(2,6-dimethylbenzyl)-1,6-dihydro-2H-pyrrolo[3,4-d]Pyrimidine